N1CC(CCC1)NC1=NC=C(C(=N1)C1=CNC=2C(N(C=CC21)C2=CN=CS2)=O)C(F)(F)F 3-{2-[(piperidin-3-yl)amino]-5-(trifluoromethyl)pyrimidin-4-yl}-6-(1,3-thiazol-5-yl)-1H,6H,7H-pyrrolo[2,3-c]pyridin-7-one